4-(2-p-methoxyphenoxyethoxy)salicylic acid COC1=CC=C(OCCOC=2C=C(C(C(=O)O)=CC2)O)C=C1